N-ethyl-7-chloroisatin C(C)N1C(=O)C(=O)C2=CC=CC(=C12)Cl